C(C)(C)(C)OC(=O)N1CCC(CC1)CN(C1CC(C1)OC=1C=C(C(=CC1)C(=O)OC)C(=O)OC)C(C)C dimethyl 4-[3-[(1-tert-butoxycarbonyl-4-piperidyl)methyl-isopropyl-amino]cyclobutoxy]benzene-1,2-dicarboxylate